3-[acetyl (methyl) amino]-1-oxo-pyridin-1-ium-2-carboxylate C(C)(=O)N(C=1C([N+](C=CC1)=O)C(=O)[O-])C